ClC1=NC(=NC(=C1)C1=C(C=CC=C1)C(C)C)NS(=O)(=O)C1=CC(=CC=C1)[N+](=O)[O-] N-[4-Chloro-6-(2-isopropylphenyl)pyrimidin-2-yl]-3-nitro-benzenesulfonamide